CC(CC=O)CC=C(CC)C 3,6-dimethyloct-5-enal